C(#N)C1(CN(C1)CCNC(O[C@H]1[C@H](NC[C@@H]1O)CC1=CC=C(C=C1)OC)=O)O (2R,3S,4S)-4-hydroxy-2-[(4-methoxyphenyl)methyl]pyrrolidin-3-yl N-[2-(3-cyano-3-hydroxyazetidin-1-yl)ethyl]carbamate